NC1=NC(=C(C=C1C=1C=C2C(=CNC(C2=CC1)=O)OC)C1=CC=C(C=C1)N1CCN(CC1)C(C)C)F 6-(2-amino-6-fluoro-5-(4-(4-isopropylpiperazin-1-yl)phenyl)pyridin-3-yl)-4-methoxyisoquinolin-1(2H)-one